C[C@@]12[C@H](C[C@@H](CC1)C2(C)C)NCC2=CC=C(CNC1=CC=C(C=C1)N1C(NC(CC1)=O)=O)C=C2 1-(4-((4-((((1R,2S,4R)-1,7,7-trimethylbicyclo[2.2.1]heptan-2-yl)amino)methyl)benzyl)amino)phenyl)dihydropyrimidine-2,4(1H,3H)-dione